9-hydroxyandrost-4-ene O[C@@]12[C@]3(CCCC=C3CC[C@H]1[C@@H]1CCC[C@@]1(C)CC2)C